C1(CC1)C1=C(OCC2=C(C(=O)O)C=CC=C2)C=CC(=C1)C(F)(F)F ((2-cyclopropyl-4-(trifluoromethyl)phenoxy)methyl)benzoic acid